ClC=1C(=C(C=CC1)NC(=O)[C@H]1C(NCC[C@@H]1C1=CC(=CC=C1)C(F)(F)F)=O)F (3R,4S)-N-(3-chloro-2-fluorophenyl)-2-oxo-4-[3-(trifluoromethyl)phenyl]-3-piperidinecarboxamide